N-(6-amino-5-ethylpyridin-3-yl)-2-((2R,5S)-5-methyl-2-(2-(1-methylpyrrolidin-2-yl)benzo[d]thiazol-5-yl)piperidin-1-yl)-2-oxoacetamide NC1=C(C=C(C=N1)NC(C(=O)N1[C@H](CC[C@@H](C1)C)C=1C=CC2=C(N=C(S2)C2N(CCC2)C)C1)=O)CC